2-(4-(ethylsulfonyl)phenyl)-N-(4-(4-methylpyrrolidin-3-yl)phenyl)acetamide C(C)S(=O)(=O)C1=CC=C(C=C1)CC(=O)NC1=CC=C(C=C1)C1CNCC1C